1,3,5-trinitro-2,4,6-triaminobenzene [N+](=O)([O-])C1=C(C(=C(C(=C1N)[N+](=O)[O-])N)[N+](=O)[O-])N